CC(C)C1=CC2=C(C=C1)[C@]3(CCCC([C@@H]3CC2)(C)C)C abieta-8,11,13-Triene